tert-butyl (2-(2-oxopiperazin-1-yl)ethyl)carbamate O=C1N(CCNC1)CCNC(OC(C)(C)C)=O